O=C1CC[C@H](N1)C(=O)N1CSCC1 (4R)-3-[(2S)-5-oxopyrrolidine-2-carbonyl]-1,3-thiazolidine